NC=1C=CC(=C(C(=O)NCC(C2=CC=CC=C2)(F)F)C1)Cl 5-amino-2-chloro-N-(2,2-difluoro-2-phenylethyl)benzamide